Trans-3-[[(tert-butoxy)carbonyl]amino]-4-(difluoromethyl)pyrrolidine-1-carboxylic acid benzyl ester C(C1=CC=CC=C1)OC(=O)N1C[C@H]([C@@H](C1)C(F)F)NC(=O)OC(C)(C)C